8-chloro-4,4-dimethyl-3,4-dihydroquinolin-2(1H)-one ClC=1C=CC=C2C(CC(NC12)=O)(C)C